ethyl 3-(4-bromophenyl)-2-diazo-3-oxopropanoate BrC1=CC=C(C=C1)C(C(C(=O)OCC)=[N+]=[N-])=O